1-[2-[(4-methoxyphenyl)methyl]-3-carbonyl-2,11-diazatricyclo[6.3.1.04,12]dodeca-1(11),4(12),5,7,9-pentaen-9-yl]-5-(trifluoromethyl)pyrazole-4-carboxylic acid COC1=CC=C(C=C1)CN1C2=NC=C(C3=CC=CC(C1=C=O)=C23)N2N=CC(=C2C(F)(F)F)C(=O)O